3-((5-nitro-1-(phenylsulfonyl)-1H-pyrrolo[2,3-b]pyridin-4-yl)amino)pyrrolidine-1-carboxylic acid (R)-tert-butyl ester C(C)(C)(C)OC(=O)N1CC(CC1)NC1=C2C(=NC=C1[N+](=O)[O-])N(C=C2)S(=O)(=O)C2=CC=CC=C2